ClC=1C(=C(NC2=C(NC3=C2C(NCC3)=O)C3=C(C=NC=C3)OCC3OCC3)C=C(C1)F)OC 3-(3-chloro-5-fluoro-2-methoxyanilino)-2-(3-{[oxetan-2-yl]methoxy}pyridin-4-yl)-1,5,6,7-tetrahydro-4H-pyrrolo[3,2-c]pyridin-4-one